BrCCCCCCCSC1=C2CN(C(C2=CC=C1)=O)C1C(NC(CC1)=O)=O 3-(4-((7-bromoheptyl)thio)-1-oxoisoindolin-2-yl)piperidine-2,6-dione